tert-butyl 2-(1-{4-[2,6-bis(benzyloxy)pyridin-3-yl]phenyl}piperidin-4-yl)acetate C(C1=CC=CC=C1)OC1=NC(=CC=C1C1=CC=C(C=C1)N1CCC(CC1)CC(=O)OC(C)(C)C)OCC1=CC=CC=C1